((4S,5S)-5-benzyl-2,2-diethyl-1,3-dioxolan-4-yl)methanol Ethyl-5-amino-4-bromobenzothiophene-2-carboxylate C(C)C1=C(SC2=C1C(=C(C=C2)N)Br)C(=O)OC[C@@H]2OC(O[C@H]2CC2=CC=CC=C2)(CC)CC